6-(4-(5-(7,8-dimethyl-[1,2,4]triazolo[1,5-a]pyridin-6-yl)-6-isopropyl-4H-pyrrolo[3,2-d]thiazol-2-yl)cyclohexyl)-2-thia-6-azaspiro[3.3]heptane 2,2-dioxide CC1=C(C=2N(C=C1C1=C(C=3N=C(SC3N1)C1CCC(CC1)N1CC3(CS(C3)(=O)=O)C1)C(C)C)N=CN2)C